2-iodosuberaldehyde IC(C=O)CCCCCC=O